ethyl 2-{[(E)-{2-chloro-4-fluoro-5-[3-methyl-2,6-dioxo-4-(trifluoromethyl)-3,6-dihydropyrimidin-1(2H)-yl] benzylidene} amino]oxy}-2-methylpropanoate ClC1=C(\C=N\OC(C(=O)OCC)(C)C)C=C(C(=C1)F)N1C(N(C(=CC1=O)C(F)(F)F)C)=O